C(C)(C)(C)OC(CN1C(=C(C(C=2C1=NC(=C(N2)C(F)F)C)=O)N2CCN(CC2)C(=O)OC(C)(C)C)CC)=O tert-butyl 4-(5-(2-(tert-butoxy)-2-oxoethyl)-2-(difluoromethyl)-6-ethyl-3-methyl-8-oxo-5,8-dihydropyrido[2,3-b]pyrazin-7-yl)piperazine-1-carboxylate